[1-(2-cyano-5-isobutyl-phenyl)azetidin-3-yl]carbamate C(#N)C1=C(C=C(C=C1)CC(C)C)N1CC(C1)NC([O-])=O